FC1=C(C=CC=C1)C=1OC=C(N1)[C@@H](C)NC1=CN=C(N(C1=O)CC(=O)OCCCC)N1CCCCC1 butyl (R)-2-(5-((1-(2-(2-fluorophenyl)oxazol-4-yl)ethyl)amino)-6-oxo-2-(piperidin-1-yl)pyrimidin-1(6H)-yl)acetate